3-(5-(1H-1,2,4-triazol-5-yl)pyridin-3-yl)phenol N1N=CN=C1C=1C=C(C=NC1)C=1C=C(C=CC1)O